3-(Butylsulfonylamino)-2,6-difluorobenzoic acid C(CCC)S(=O)(=O)NC=1C(=C(C(=O)O)C(=CC1)F)F